ClC1=C(C=CC=C1O)N1N=CC2=C1COC[C@@H]2NC(=O)C=2N=CN1C2CCCC1 (R)-N-(1-(2-chloro-3-hydroxyphenyl)-1,4,5,7-tetrahydropyrano[3,4-c]pyrazol-4-yl)-5,6,7,8-tetrahydroimidazo[1,5-a]pyridine-1-carboxamide